tert-butyl 2-((1-(5-cyano-6-methyl-2-morpholinoquinolin-8-yl)ethyl)amino)benzoate C(#N)C1=C2C=CC(=NC2=C(C=C1C)C(C)NC1=C(C(=O)OC(C)(C)C)C=CC=C1)N1CCOCC1